ClC1=C(C=CC=C1OC)C(=O)N1C[C@@H]2CO[C@@H](CN2CC1)C1=NC=C(C=C1)Br |r| (2-chloro-3-methoxy-phenyl)-[rac-(3S,9aR)-3-(5-bromo-2-pyridyl)-3,4,6,7,9,9a-hexahydro-1H-pyrazino[2,1-c][1,4]oxazin-8-yl]methanone